OC(CO)C1=C2C(=NN(C2=CC=C1)C1=CC=C(C=C1)S(F)(F)(F)(F)F)CNC(C=C)=O N-[[4-(1,2-dihydroxyethyl)-1-[4-(pentafluoro-lambda6-sulfanyl)phenyl]indazol-3-yl]methyl]prop-2-enamide